tert-butyl 6-(2-oxoindolin-4-yl)-3,4-dihydro-2H-pyridine-1-carboxylate O=C1NC2=CC=CC(=C2C1)C1=CCCCN1C(=O)OC(C)(C)C